4-(5-chloro-2-(trifluoromethyl)phenyl)-5,6-dihydropyridine-1(2H)-carboxylic acid tert-butyl ester C(C)(C)(C)OC(=O)N1CC=C(CC1)C1=C(C=CC(=C1)Cl)C(F)(F)F